C(C)N(C(CC(=O)O)C)CC 3-(diethylamino)butanoic acid